NCCNCC1CC(C(C(C1)OC)OC)CNCCN 1,3-Bis(N-(2-aminoethyl)aminomethyl)-4,5-dimethoxycyclohexan